BrC=1C=CC2=C(N(C=N2)C2=CC=C(C=C2)NC(OC(C)(C)C)=O)C1 tert-butyl (4-(6-bromo-1H-benzo[d]imidazol-1-yl)phenyl)carbamate